tert-butyl-1,8-diazaspiro[4.5]decane C(C)(C)(C)N1CCCC12CCNCC2